C(CCC)[Sn](C1=CC=C(C=O)C=C1)(CCCC)CCCC 4-(Tributylstannyl)benzaldehyde